ClC=1C=C2C(=CNC2=CC1Cl)C=C1N=C(OC1=O)C1=CC=CC=C1 4-((5,6-dichloro-1H-indol-3-yl)methylene)-2-phenyloxazol-5(4H)-one